C[Sn](C=1N=C2C=C(C=NC2=CC1)C=1C=NN(C1)C(=O)OC(C)(C)C)(C)C tert-butyl 4-(6-(trimethylstannyl)-1,5-naphthyridin-3-yl)-1H-pyrazole-1-carboxylate